3-(1H-PYRAZOL-4-YL)PYRIDIN N1N=CC(=C1)C=1C=NC=CC1